5-methyl-thiazole-4-carboxylic acid methyl ester COC(=O)C=1N=CSC1C